NC1CN(C1)C(=O)OC(C)(C)C 3-amino-1-BOCazetidine